NCC(C)N1C=NC2=C(C1=O)C=C(N=C2C=2C=NC=CC2)C2=CC=C(C=C2)Cl 3-(1-Aminoprop-2-yl)-6-(4-chlorophenyl)-8-(pyridin-3-yl)pyrido[3,4-d]pyrimidin-4(3H)-one